rel-2-methoxy-5-[[2-[(2S,5R)-5-methyl-2-(2-oxo-1H-quinolin-6-yl)-1-piperidyl]-2-oxo-acetyl]amino]pyridine-3-carboxamide COC1=NC=C(C=C1C(=O)N)NC(C(=O)N1[C@@H](CC[C@H](C1)C)C=1C=C2C=CC(NC2=CC1)=O)=O |o1:16,19|